N-(4-((3S,6S,12aS)-6-isobutyl-9-methoxy-1,4-dioxo-1,2,3,4,6,7,12,12a-octahydropyrazino[1',2':1,6]pyrido[3,4-b]indol-3-yl)butyl)isobutyramide C(C(C)C)[C@@H]1N2[C@@H](CC3=C1NC=1C=C(C=CC31)OC)C(N[C@H](C2=O)CCCCNC(C(C)C)=O)=O